(2S)-4-{[(2,3-dihydro-1,4-benzodioxin-5-yl)methyl]carbamoyl}-2-({[(9H-fluoren-9-yl)methoxy]carbonyl}amino)butanoic acid O1CCOC2=C1C=CC=C2CNC(=O)CC[C@@H](C(=O)O)NC(=O)OCC2C1=CC=CC=C1C=1C=CC=CC21